FC1=CC=C(CN2C(=NC3=C(C2=O)CN(CC3)C(=O)OCC3=CC=CC=C3)NCCCO)C=C1 benzyl 3-(4-fluorobenzyl)-2-((3-hydroxypropyl) amino)-4-oxo-3,5,7,8-tetrahydropyrido[4,3-d]pyrimidine-6(4H)-carboxylate